(6S,7S)-6-([1,1'-Biphenyl]-3-ylmethyl)-7-((difluoromethyl)sulphonamido)-5-azaspiro[2.4]heptane-5-carboxylic acid tert-butyl ester C(C)(C)(C)OC(=O)N1CC2(CC2)[C@@H]([C@@H]1CC=1C=C(C=CC1)C1=CC=CC=C1)NS(=O)(=O)C(F)F